CC1(OB(OC1(C)C)C=1C=CC(=NC1)CCC1CCN(CC1)C(=O)OC(C)(C)C)C tert-butyl 4-[2-[5-(4,4,5,5-tetramethyl-1,3,2-dioxaborolan-2-yl)-2-pyridyl]ethyl]piperidine-1-carboxylate